C(C)C1=C(OCCSCC2=NNC(N2)=O)C=C(C=C1)CC 3-[(2,5-Diethylphenoxyethylthio)methyl]-1H-1,2,4-triazol-5(4H)-one